C(C)(=O)NC1=C(C=C2C(=NC=NC2=C1)OC=1C=C(C(=O)NC2=CC(=C(C=C2)CN2CCN(CC2)CC)C(F)(F)F)C=CC1C)OC 3-(7-acetamido-6-methoxyquinazolin-4-yloxy)-N-(4-((4-ethylpiperazin-1-yl)methyl)-3-(trifluoromethyl)phenyl)-4-methylbenzamide